Potassium behenoyl-hydroxyproline C(CCCCCCCCCCCCCCCCCCCCC)(=O)N1[C@@H](C[C@@H](O)C1)C(=O)O.[K]